6-(Azetidin-1-yl)-N-(1,1-dioxo-1,2,3,4-tetrahydro-1-benzothiopyran-8-sulfonyl)-4-fluoro-1-benzofuran-2-carboxamide N1(CCC1)C1=CC2=C(C=C(O2)C(=O)NS(=O)(=O)C2=CC=CC=3CCCS(C32)(=O)=O)C(=C1)F